CSCCCC(=O)[O-] 4-(methylthio)butyrate